4-hydroxypyrrolidine-1-carboxylic acid OC1CCN(C1)C(=O)O